4-fluoro-2',4',5,6'-tetramethyl-[1,1'-biphenyl] FC1=CC=C(C=C1C)C1=C(C=C(C=C1C)C)C